ethyl para-toluenesulfinate CC1=CC=C(C=C1)S(=O)OCC